tert-Butyl (4E)-4-[3-[3-(hydroxymethyl)phenyl]prop-2-ynylidene]-3,3-dimethyl-piperidine-1-carboxylate OCC=1C=C(C=CC1)C#C\C=C/1\C(CN(CC1)C(=O)OC(C)(C)C)(C)C